ClC=1C=NC=C(C1[C@@H](C)OC=1C=C2C(=NNC2=CC1)C1=CC2=C(OCCN2C(=O)C=2C=NC(=CC2)C)N=C1)Cl [7-[5-[(1R)-1-(3,5-dichloro-4-pyridyl)ethoxy]-1H-indazol-3-yl]-2,3-dihydropyrido[2,3-b][1,4]oxazin-1-yl]-(6-methyl-3-pyridyl)methanone